(S)-2-((2-chloro-6-(methyl-d3)-5,6,7,8-tetrahydropyrido[4,3-d]pyrimidin-4-yl)oxy)-1-fluoro-10-methyl-5,6,8,9,10,11-hexahydro-7H-pyrido[3',4':4,5]pyrrolo[2,3-f]isoquinolin-7-one ClC=1N=C(C2=C(N1)CCN(C2)C([2H])([2H])[2H])OC=2N=CC=1CCC3=C(C1C2F)NC2=C3C(NC[C@@H]2C)=O